C(OC=1C(=CC(=C(C(=O)OC)C1)[N+](=O)[O-])B1OC(C(O1)(C)C)(C)C)([2H])([2H])[2H] methyl 5-(methoxy-d3)-2-nitro-4-(4,4,5,5-tetramethyl-1,3,2-dioxaborolan-2-yl)benzoate